(S)-N-(4-(4-amino-5-(4-(3-methoxypiperidine-1-carbonyl)phenyl)-7-methyl-7H-pyrrolo[2,3-d]pyrimidin-6-yl)phenyl)methacrylamide NC=1C2=C(N=CN1)N(C(=C2C2=CC=C(C=C2)C(=O)N2C[C@H](CCC2)OC)C2=CC=C(C=C2)NC(C(=C)C)=O)C